ClI1OC(C2=C1C=CC=C2)=O 1-chloro-1,2-benziodoxol-3-one